N(=[N+]=[N-])CCCNC1=C2CN(C(C2=CC=C1)=O)C1C(NC(CC1)=O)=O 3-(4-((3-azidopropyl)amino)-1-oxoisoindolin-2-yl)piperidine-2,6-dione